1,3-dihydroxypropan-2-yl 4-methylbenzenesulfonate CC1=CC=C(C=C1)S(=O)(=O)OC(CO)CO